FC(C1=NN(C=C1NC(=O)C=1C=NN2C1N=C(C=C2)N2CCOCC2)C2CCC(CC2)CCN2CCC1(CCN(CC1)C(=O)OC(C)(C)C)CC2)F tert-butyl 9-(2-((1R,4R)-4-(3-(difluoromethyl)-4-(5-morpholinopyrazolo[1,5-a]pyrimidin-3-carboxamido)-1H-pyrazol-1-yl) cyclohexyl) ethyl)-3,9-diazaspiro[5.5]undecane-3-carboxylate